(3S,4R)-N-(2-ethylphenyl)-1-methyl-4-[1-methyl-5-(trifluoromethyl)pyrazol-3-yl]-2-oxo-pyrrolidine-3-carboxamide C(C)C1=C(C=CC=C1)NC(=O)[C@H]1C(N(C[C@@H]1C1=NN(C(=C1)C(F)(F)F)C)C)=O